2-bromo-1-[4-[[5-chloro-4-[3-(4-fluorophenyl)phenyl]pyrimidin-2-yl]amino]-1-piperidyl]ethanone BrCC(=O)N1CCC(CC1)NC1=NC=C(C(=N1)C1=CC(=CC=C1)C1=CC=C(C=C1)F)Cl